N=1C=C(N2C1C=CC=C2)CN2CC(C1=CC=C(C=C21)C(=O)NC2=CC(=CC(=C2)C(F)(F)F)N2C=NC(=C2)C)C 1-(imidazo[1,2-a]pyridin-3-ylmethyl)-3-methyl-N-(3-(4-methyl-1H-imidazol-1-yl)-5-(trifluoromethyl)phenyl)indoline-6-carboxamide